CC1N(CCC(C1)=O)C(=O)OC(C)(C)C tert-butyl 2-methyl-4-oxo-piperidine-1-carboxylate